(1-(3-amino-6-(2-hydroxyphenyl)pyridazin-4-yl)-4-phenylpiperidin-4-yl)(2,7-diazaspiro[3.5]nonan-2-yl)methanone NC=1N=NC(=CC1N1CCC(CC1)(C1=CC=CC=C1)C(=O)N1CC2(C1)CCNCC2)C2=C(C=CC=C2)O